C(#N)C1=CC=C(C=C1)NC(=O)N1CCC2(CC(C2)C2=CC=NC3=CC=C(C=C23)F)CC1 N-(4-cyanophenyl)-2-(6-fluoroquinoline-4-yl)-7-azaspiro[3.5]nonane-7-carboxamide